C(#N)C=1C=C(C(=NC1)OC)S(=O)(=O)NC1=C(C(=C(C=C1)F)C=1N=CC=2N(C1)C=NC2C2=NN=C(N2)C)F 5-cyano-N-[2,4-difluoro-3-[1-(5-methyl-4H-1,2,4-triazol-3-yl)imidazo[1,5-a]pyrazin-6-yl]phenyl]-2-methoxypyridine-3-sulfonamide